N-(6-(1-acryloylpiperidin-4-yl)-1-phenyl-1H-pyrazolo[3,4-d]pyrimidin-4-yl)-5-nitrothiophene-2-carboxamide C(C=C)(=O)N1CCC(CC1)C1=NC(=C2C(=N1)N(N=C2)C2=CC=CC=C2)NC(=O)C=2SC(=CC2)[N+](=O)[O-]